6-Methyl-2-(1-methyl-2-oxabicyclo[2.1.1]hex-4-yl)pyrimidin-4(3H)-one CC1=CC(NC(=N1)C12COC(C1)(C2)C)=O